FC1=C2C=NNC2=C(C=C1)CNC1=NC=CC=C1C=1NC=CN1 N-((4-fluoro-1H-indazol-7-yl)methyl)-3-(1H-imidazol-2-yl)pyridin-2-amine